(R)-3-(benzyloxycarbonylamino)-4-((3R,5S)-5-methyl-1-(pyrido[3,2-b]pyrazin-8-yl) piperidin-3-yl)-2-oxopyrrolidin-3-yl carbamate C(N)(O[C@]1(C(NCC1[C@@H]1CN(C[C@H](C1)C)C1=CC=NC=2C1=NC=CN2)=O)NC(=O)OCC2=CC=CC=C2)=O